CN(C1=CC(=C(C=C1)C=1C(=NC(=CC1)C=1C=NNC1)C(=O)N)N1CCCCC1)CCN1CCOCC1 (4-(methyl-(2-morpholinoethyl)amino)-2-(piperidin-1-yl)phenyl)-6-(1H-pyrazol-4-yl)picolinamide